diallyldiethylammonium bis(trifluoromethane)sulfonimide [N-](S(=O)(=O)C(F)(F)F)S(=O)(=O)C(F)(F)F.C(C=C)[N+](CC)(CC)CC=C